3-mercaptoisobutyrylglycine iron (III) [Fe+3].SCC(C(=O)NCC(=O)O)C